2,2'-bis(2,4,6-trichlorophenyl)Biimidazole tert-Butyl-(2-(formyl)-1-methyl-1H-indol-3-yl)carbamate C(C)(C)(C)N(C(O)=O)C1=C(N(C2=CC=CC=C12)C)C=O.ClC1=C(C(=CC(=C1)Cl)Cl)C1(N=CC=N1)C1(N=CC=N1)C1=C(C=C(C=C1Cl)Cl)Cl